N-(3,4-methylenedioxyphenyl)-1-(4-(hydroxycarbamoyl)benzyl)-1H-indole-2-carboxamide C1OC=2C=C(C=CC2O1)NC(=O)C=1N(C2=CC=CC=C2C1)CC1=CC=C(C=C1)C(NO)=O